5-amino-1-(4-nitrophenyl)-1H-1,2,3-triazole-4-carbonitrile NC1=C(N=NN1C1=CC=C(C=C1)[N+](=O)[O-])C#N